C(#N)N1C2CCC(C1)[C@H]2NC(=O)C2=NNC(=C2)C2=C(C=CC=C2)SC2=CC=C(C=C2)F N-((7R)-2-cyano-2-azabicyclo[2.2.1]heptan-7-yl)-5-(2-((4-fluorophenyl)thio)phenyl)-1H-pyrazole-3-carboxamide